(3aS,4S,6aR)-6-(2-(2-(bis(4-methoxybenzyl)amino)-3-chloro-5-fluoroquinolin-7-yl)ethyl)-2,2-dimethyl-3a,6a-dihydro-4H-cyclopenta[d][1,3]dioxol-4-yl acetate C(C)(=O)O[C@H]1C=C([C@H]2OC(O[C@H]21)(C)C)CCC2=CC(=C1C=C(C(=NC1=C2)N(CC2=CC=C(C=C2)OC)CC2=CC=C(C=C2)OC)Cl)F